diisopropyl azocarboxylate N(=NC(=O)OC(C)C)C(=O)OC(C)C